methyl-ε-caprolactone CC1C(=O)OCCCC1